(S)-(4-chloro-3,5-difluoro-1H-indol-2-yl)(3-(2-(3,3-difluoroazetidin-1-yl)ethyl)piperazin-1-yl)methanone ClC1=C2C(=C(NC2=CC=C1F)C(=O)N1C[C@@H](NCC1)CCN1CC(C1)(F)F)F